C(C=C)(=O)N1C(CN(CC1)C1=NC=NC2=CC(=C(C=C12)Cl)C1=CC=C(C=C1)Cl)CC#N 2-(1-acryloyl-4-(6-chloro-7-(4-chlorophenyl)quinazolin-4-yl)piperazin-2-yl)acetonitrile